OC(CN1N=C(C(=C1)N1CC(CCC1C)C(=O)OC)C)(C)C methyl 1-(1-(2-hydroxy-2-methylpropyl)-3-methyl-1H-pyrazol-4-yl)-6-methylpiperidine-3-carboxylate